ClC1=C(C=CC=C1)N1C=2N(C3=C(C1=O)C=NC(=N3)NC3=CC=C(C=C3)N3CCN(CC3)CC=3C=C(C#N)C=CC3)C=CN2 3-{[4-(4-{[6-(2-chlorophenyl)-5-oxo-5,6-dihydroimidazo[1,2-a]pyrimido[5,4-e]pyrimidin-2-yl]amino}phenyl)piperazin-1-yl]methyl}benzonitrile